methyl (S)-1-(1-(tert-butoxycarbonyl)pyrrolidin-3-yl)-4-chloro-1H-imidazole-5-carboxylate C(C)(C)(C)OC(=O)N1C[C@H](CC1)N1C=NC(=C1C(=O)OC)Cl